O1C(COC=C1)=O dioxin-one